ClC=1C(=C(C(=CC1)C(F)F)C1=CN=CC(=N1)C(=O)NC=1C=NN(C1)[C@@H](C)C=1C=NC(=CC1C)N1C([C@@H]2C[C@@H]2C1)=O)F |o1:24| 6-(3-Chloro-6-(difluoromethyl)-2-fluorophenyl)-N-(1-((S or R)-1-(4-methyl-6-((1R,5S)-2-oxo-3-azabicyclo[3.1.0]hexan-3-yl)pyridin-3-yl)ethyl)-1H-pyrazol-4-yl)pyrazine-2-carboxamide